ClC=1C(=CC(=NC1)[C@H](C)N1C(C2=CC(=CC(=C2CC1)CN(C)C)CN1C(=NC=C1)NC)=O)OCC (S)-2-(1-(5-chloro-4-ethoxypyridin-2-yl)ethyl)-5-((dimethylamino)methyl)-7-((2-(methylamino)-1H-imidazol-1-yl)methyl)-3,4-dihydroisoquinolin-1(2H)-one